2-[1-(isopropylamino)cyclopropyl]-1H-benzimidazole-4-carboxamide C(C)(C)NC1(CC1)C1=NC2=C(N1)C=CC=C2C(=O)N